[I-].C(CCC)C(COC(CCCCC[N+](C)(C)C)=O)CCCCCC 6-((2-butyloctyl)oxy)-N,N,N-trimethyl-6-oxohexan-1-aminium iodide